tert-Butyl (S)-[1,3'-bipyrrolidine]-1'-carboxylate N1(CCCC1)[C@@H]1CN(CC1)C(=O)OC(C)(C)C